N-(4-((4-(tert-butyl)phenyl)amino)cyclohexyl)piperazine-2-carboxamide (S)-benzyl-3-(1-hydroxypropyl)-1,4-oxazepane-4-carboxylate C(C1=CC=CC=C1)OC(=O)N1[C@@H](COCCC1)C(CC)O.C(C)(C)(C)C1=CC=C(C=C1)NC1CCC(CC1)NC(=O)C1NCCNC1